CC=1SC(=C(N1)C1=CC=CC=C1)OC1=NC(=NC=C1)NC=1C=C(C=CC1)S(=O)(=O)N 3-((4-((2-Methyl-4-phenylthiazol-5-yl)oxy)pyrimidin-2-yl)amino)benzenesulfonamide